CCCCCC/C=C\CCCCCCCC(=O)OC[C@H](COP(=O)([O-])OCC[N+](C)(C)C)OC(=O)CCCCC/C=C\C/C=C\C/C=C\C/C=C\C/C=C\CC 1-(9Z-hexadecenoyl)-2-(7Z,10Z,13Z,16Z,19Z-docosapentaenoyl)-sn-glycero-3-phosphocholine